OCCOC1=NC(=CC(=C1)C=1C=C(C=CC1C)NC(C1=CC(=NC=C1)C(F)(F)F)=O)N1CCOCC1 N-(3-(2-(2-hydroxyethoxy)-6-morpholinopyridin-4-yl)-4-methylphenyl)-2-(trifluoromethyl)isonicotinamide